CC1=CC=C(C=C1)C1CC2(C1)CCN(CC2)C(=O)OC(C)(C)C tert-Butyl 2-(4-methylphenyl)-7-azaspiro[3.5]nonane-7-carboxylate